5-tert-Butyl-[1,3,4]oxadiazole-2-carboxylic acid {(R)-2-[2-(1,3,5-trimethyl-1H-pyrazol-4-yl)-3H-imidazo[4,5-b]pyridin-7-yl]-6,7,8,9-tetrahydro-5H-benzocyclohepten-5-yl}-amide CN1N=C(C(=C1C)C1=NC=2C(=NC=CC2C=2C=CC3=C(CCCC[C@H]3NC(=O)C=3OC(=NN3)C(C)(C)C)C2)N1)C